N-(benzo[d]thiazol-2-yl)-4-bromo-2-(trifluoromethyl)benzamide S1C(=NC2=C1C=CC=C2)NC(C2=C(C=C(C=C2)Br)C(F)(F)F)=O